2-amino-3-(4-morpholinylphenyl)propionic acid NC(C(=O)O)CC1=CC=C(C=C1)N1CCOCC1